C(C1=CC=CC=C1)OC(=O)N[C@@](C(=O)OC)(CI)C methyl (S)-2-(((benzyloxy)carbonyl)amino)-3-iodo-2-methylpropanoate